COC=1C=C(C=C(C1)C(=O)Cl)C(=O)Cl 5-methoxy-1,3-benzenedicarbonyl dichloride